ClC1=CC=C(C=C1)CN1N=C2C(CN(CC2)CC2=CC(=CC(=C2)F)F)C1=O 2-[(4-Chlorophenyl)methyl]-5-[(3,5-difluorophenyl)methyl]-3a,4,6,7-tetrahydropyrazolo[4,3-c]pyridin-3-one